C(C1=CC=CC=C1)(=O)OCC1=CC=C(C=C1)C1=CN(C2=CC=CC(=C12)OCC1=CC=CC=C1)C1=CC=C(C=C1)F 4-[4-benzyloxy-1-(4-fluorophenyl) indol-3-yl]Benzyl benzoate